C1(=CC=C(C=C1)N(C1=CC(=CC(=C1)C1=CC=2C(C3=CC=CC=C3C2C=C1)(C)C)N(C1=CC(=CC(=C1)C)C)C1=CC=C(C=C1)C1=CC=CC=C1)C1=CC(=CC(=C1)C)C)C1=CC=CC=C1 N1,N3-di([1,1'-biphenyl]-4-yl)-5-(9,9-dimethyl-9H-fluoren-2-yl)-N1,N3-bis(3,5-dimethylphenyl)benzene-1,3-diamine